C(C)C1=CC=C(C=C1)C1=CC(=C(C=C1)C1=CC(=C(C(=C1)F)F)F)F 4''-ethyl-2',3,4,5-tetrafluoro-1,1':4',1''-terphenyl